ClC=1C=C(C=CC1[N+](=O)[O-])NC(=O)C1=NC=C(N=C1)C N-(3-chloro-4-nitrophenyl)-5-methylpyrazine-2-carboxamide